naphtho[1,2-F]indazol-1-ylfuran C1(=CC=CC=2C=CC=3C(=CC=4C=NNC4C3)C12)C=1OC=CC1